O=C1NC(CCC1N1C(C2=CC=CC(=C2C1=O)N1CCC(CC1)CCC(=O)O)=O)=O 3-{1-[2-(2,6-dioxopiperidin-3-yl)-1,3-dioxo-2,3-dihydro-1H-isoindol-4-yl]piperidin-4-yl}propanoic acid